dihydrothieno[3,2-c]thiopyran S1CCC=2CSC=CC21